OCC(C)(C)C=1C=C(C=CC1)C1[C@@H]2CN(C[C@H]12)C(=O)C1CC2(C1)NC(OC2)=O 2-((1R,5S,6S)-6-(3-(1-Hydroxy-2-methylpropan-2-yl)phenyl)-3-azabicyclo[3.1.0]hexane-3-carbonyl)-7-oxa-5-azaspiro[3.4]octan-6-one